C(=O)C1=C(C2=CC=CC=C2C=C1)C(=O)OC methyl formylnaphthalene-1-carboxylate